OCC1C(N(CC2N1C(CCN2C(=O)OC)=O)CC(CC)C)=O methyl 6-(hydroxymethyl)-8-(2-methylbutyl)-4,7-dioxohexahydro-2H-pyrazino[1,2-a]pyrimidine-1(6H)-carboxylate